ClC=1C=C(C=CC1N1C(N(CC1)C)=O)C1=C(C=CC(=C1)F)O 3'-chloro-5-fluoro-2-hydroxy-4'-(3-methyl-2-oxoimidazolidin-1-yl)-[1,1'-biphenyl]